5-bromo-6-chloro-N-methylpyridine-3-sulfonamide BrC=1C=C(C=NC1Cl)S(=O)(=O)NC